3-[5-(3-hydroxypropyl)-3-methyl-2-oxo-2,3-dihydro-1H-1,3-benzodiazol-1-yl]piperidine-2,6-dione OCCCC1=CC2=C(N(C(N2C)=O)C2C(NC(CC2)=O)=O)C=C1